C(C)OC(C[C@@H](C=1C=C(C(=CC1)OC)C1=CC(=CC=C1)Cl)N)=O (S)-3-amino-3-(3'-chloro-6-methoxybiphenyl-3-yl)propionic acid ethyl ester